C(C(C)C)(=O)NCC1=C(N=CC(=N1)C1CCC(CC1)NC(OC(C)(C)C)=O)NC(C(F)(F)F)=O tert-Butyl (4-(6-(isobutyramidomethyl)-5-(2,2,2-trifluoroacetamido)pyrazin-2-yl)cyclohexyl)carbamate